C1(CC1)C1=NC(=CC(=C1)C1=NN(C=N1)/C=C(/C(=O)N)\C=1C=NC(=NC1)OC)C(F)(F)F (E)-3-(3-(2-cyclopropyl-6-(trifluoromethyl)pyridin-4-yl)-1H-1,2,4-triazol-1-yl)-2-(2-Methoxypyrimidin-5-yl)acrylamide